Methyl 1-(3-bromophenethyl)-piperidine-4-carboxylate BrC=1C=C(CCN2CCC(CC2)C(=O)OC)C=CC1